ClC=1C=C(CN2C3=CC=C(C=C3C=3C=CN=C(C23)C)NC(=S)NC2=CC=C(C=C2)Cl)C=CC1 1-(9-(3-Chlorobenzyl)-1-methyl-beta-carbolin-6-yl)-3-(4-chlorophenyl)thiourea